3-[(2-chloro-6-fluorophenyl)methyl]-4-(1,4-dioxan-2-ylmethyl)-4,5-dihydro-1,2,4-oxadiazol-5-one ClC1=C(C(=CC=C1)F)CC1=NOC(N1CC1OCCOC1)=O